ClC=1C(=NC=C(C1)C(F)(F)F)OC1CNCC1 3-chloro-2-(pyrrolidin-3-yloxy)-5-(trifluoromethyl)pyridine